1,1,2,2,2-pentafluoroethyl 1,2-difluoroethyl ether FC(CF)OC(C(F)(F)F)(F)F